CC(C(=O)OC1(CCCCC1)O)C cyclohexanediol methylpropionate